N=1C=CN2C1C=C(C=C2)C(C)(C(C(C)C)=O)C 2-imidazo[1,2-a]pyridin-7-yl-2,4-dimethyl-pentan-3-one